FC1=C(C=CC2=C1O[C@@H]1[C@H](CC2)[C@H]([C@@H](C1)OC1OCCCC1)CO)C(=O)OCC Ethyl (1S,2R,3aS,10aR)-5-fluoro-1-(hydroxymethyl)-2-(tetrahydro-2H-pyran-2-yloxy)-2,3,3a,9,10,10a-hexahydro-1H-benzo[b]cyclopenta[f]oxepin-6-carboxylate